ClC1=CC(=C2C=C(NC2=C1F)C(=O)O)C1CN(CC1)C 6-Chloro-7-fluoro-4-(1-methylpyrrolidin-3-yl)-1H-indole-2-carboxylic acid